COC(C1=C(C(=CC=C1)NCC1=CC=C(C=C1)O)[N+](=O)[O-])=O 3-((4-hydroxybenzyl)amino)-2-nitrobenzoic acid methyl ester